ClC1=C(\C=N\NC(=O)C2=NC(=CC=C2)C2=CC=C(C=C2)OCC)C(=CC=C1)Cl (E)-N'-(2,6-dichlorobenzylidene)-6-(4-ethoxyphenyl)pyridinecarboxylic acid hydrazide